N,N-dimethyl-octadecyl-amine CN(C)CCCCCCCCCCCCCCCCCC